3,5-dimethyl-1,2-oxazole-4-carboxamide CC1=NOC(=C1C(=O)N)C